(2R,4S)-4-(4-amino-3-((5,7-difluoro-1,2-dimethyl-1H-benzo[d]imidazol-6-yl)ethynyl)-1H-pyrazolo[3,4-d]pyrimidin-1-yl)-2-(methoxymethyl)pyrrolidine-1-carboxylic acid tert-butyl ester C(C)(C)(C)OC(=O)N1[C@H](C[C@@H](C1)N1N=C(C=2C1=NC=NC2N)C#CC=2C(=CC1=C(N(C(=N1)C)C)C2F)F)COC